racemic-tert-butyl N-(6,7-dihydro-5H-thieno[3,2-b]pyran-6-yl)-N-methyl-carbamate S1C=CC=2OC[C@@H](CC21)N(C(OC(C)(C)C)=O)C |r|